tert-Butyl N-[[6-[[(4-oxopyrido[1,2-a]pyrimidine-2-carbonyl)amino]methyl]-1H-benzimidazol-2-yl]methyl]carbamate O=C1C=C(N=C2N1C=CC=C2)C(=O)NCC=2C=CC1=C(NC(=N1)CNC(OC(C)(C)C)=O)C2